C(C)(C)(C)N1CCC(CC1)COC(NC(C(NC(C(OC)=O)=C)=O)=C)=O Tert-butyl-4-(5,8-dimethylene-3,6,9-trioxo-2,10-dioxa-4,7-diazaundecyl)piperidine